2-fluoro-4-(6-methylquinolin-2-yl)benzenesulfonamide FC1=C(C=CC(=C1)C1=NC2=CC=C(C=C2C=C1)C)S(=O)(=O)N